2-(3,4-dimethyl-phenyl)-5-methyl-2,4-dihydro-pyrazol-3-one CC=1C=C(C=CC1C)N1N=C(CC1=O)C